1-tert-butyl 4-ethyl (3S,4S)-(+/-)-cis-3-aminopiperidine-1,4-dicarboxylate N[C@@H]1CN(CC[C@@H]1C(=O)OCC)C(=O)OC(C)(C)C |r|